5-chlorothiazolo[5,4-b]pyridine-2-carboxylic acid ethyl ester C(C)OC(=O)C=1SC2=NC(=CC=C2N1)Cl